1-hydroxy cyclohexane-1-carboxylate C1(CCCCC1)C(=O)OO